tert-butyl 2-methyl-4-(((trifluoromethyl) sulfonyl) oxy)-3,6-dihydropyridine-1(2H)-carboxylate CC1N(CC=C(C1)OS(=O)(=O)C(F)(F)F)C(=O)OC(C)(C)C